(R)-2-cyclohexyl-1-propylamine C1(CCCCC1)[C@H](CN)C